BrCC(=O)C1=CC=C(C=C1)C(C)C 2-bromo-1-(4-isopropylphenyl)ethan-1-one